7-[2-(carboxymethyl)-3-phenylpropionamido]-6-oxo-1,2,3,4,6,7,8,12b-octahydropyrido[2,1-a][2]benzazepine-4-carboxylic acid C(=O)(O)CC(C(=O)NC1C(N2C(C3=C(C1)C=CC=C3)CCCC2C(=O)O)=O)CC2=CC=CC=C2